O[C@H](C(=O)NC1=C(C2=C(C(OC(C2)(C)C)(C)C)S1)C(=O)N)C 2-[[(2S)-2-hydroxypropionyl]amino]-5,5,7,7-tetramethyl-4H-thieno[2,3-c]pyran-3-carboxamide